ClC1=C(OCCC(C(=O)NC=2C=C3C(N(C(C3=CC2)=O)C2C(NC(CC2)=O)=O)=O)C)C(=CC(=C1)C(C)(C)C1=CC=C(C=C1)OCC1=NC(=NC=C1)NS(=O)(=O)C)C#N 4-[2-chloro-6-cyano-4-[1-[4-[[2-(methanesulfonamido)pyrimidin-4-yl]methoxy]phenyl]-1-methyl-ethyl]phenoxy]-N-[2-(2,6-dioxo-3-piperidyl)-1,3-dioxo-isoindolin-5-yl]-2-methyl-butanamide